C12(C=CC=C3C4=CC=CC=C4C=C13)C=CC=C1C3=CC=CC=C3C=C12 spirobi(fluorene)